3-methyl-5-(piperidin-4-yl)isoxazole CC1=NOC(=C1)C1CCNCC1